4-morpholino-2-(4-(m-tolyl)-1H-pyrazol-1-yl)furo[3,2-d]pyrimidine-6-carboxylic acid O1CCN(CC1)C=1C2=C(N=C(N1)N1N=CC(=C1)C=1C=C(C=CC1)C)C=C(O2)C(=O)O